C(C)(C)(C)C=1C=C(C=C(C1)O)C 5-tert-butyl-3-methylphenol